C1(CCCCC1)C=1C=C(C2=CC=CC=C2C1)N1C(=CC2=CC=CC=C12)C1=CC=CC=C1 N-(3-cyclohexylnaphthyl)-2-(phenyl)-indole